3-(5-((4-(6-(5-((R)-2-(2,5-difluorophenyl)pyrrolidin-1-yl)pyrazolo[1,5-a]pyrimidin-3-yl)pyridin-2-yl)piperazin-1-yl)methyl)-6-fluoro-1-oxoisoindolin-2-yl)piperidine-2,6-dione FC1=C(C=C(C=C1)F)[C@@H]1N(CCC1)C1=NC=2N(C=C1)N=CC2C2=CC=CC(=N2)N2CCN(CC2)CC=2C=C1CN(C(C1=CC2F)=O)C2C(NC(CC2)=O)=O